NC=1C=2N(C(=C(N1)C1=C(C#N)C=CC=C1)C1=C(C=NC=C1)F)N=C(N2)C(=O)N2CCC2 (8-amino-2-(azetidine-1-carbonyl)-5-(3-fluoropyridin-4-yl)-[1,2,4]triazolo[1,5-a]pyrazin-6-yl)benzonitrile